4-chloro-N-(4-chlorophenyl)-3-(indoline-1-carbonyl)benzenesulfonamide ClC1=C(C=C(C=C1)S(=O)(=O)NC1=CC=C(C=C1)Cl)C(=O)N1CCC2=CC=CC=C12